C(CCCC)OC1=C2C=CC(=CC2=CC=C1)N 5-(pentyloxy)naphthalen-2-amine